1,3-propylene-bis(4-aminobenzoate) C(CCC1=C(C(=O)[O-])C=CC(=C1)N)C1=C(C(=O)[O-])C=CC(=C1)N